12-iodo-4,6,8,10-tetramethyltridecyl decyloxymethyl ether C(CCCCCCCCC)OCOCCCC(CC(CC(CC(CC(C)I)C)C)C)C